CON(C(CC)=O)C 1-(methoxy(methyl)amino)-1-oxopropane